oxan-4-one O1CCC(CC1)=O